CNCC(=CC)C N,2-dimethylbut-2-en-1-amine